F[C@H]1[C@@H]2CCC[C@H](C[C@H]1OC1=CC=C(N=N1)C1=C(C=C(C=C1)C=1C=CC=3N(C1)C=NC3)O)N2 2-(6-(((1s,2s,3r,5r)-2-fluoro-9-azabicyclo[3.3.1]non-3-yl)oxy)pyridazin-3-yl)-5-(imidazo[1,5-a]pyridin-6-yl)phenol